FC1=C(COC2=CC=C3CCNCC3=C2)C(=CC=C1)C(F)(F)F 7-((2-fluoro-6-(trifluoromethyl)benzyl)oxy)-1,2,3,4-tetrahydroisoquinoline